FC1=C(C=C(C=C1)F)C1=CC=C(N=N1)NC1[C@@H]2CN(C[C@H]12)CC1=NC=CC=C1 (1r,5s,6s)-N-[6-(2,5-difluorophenyl)pyridazin-3-yl]-3-(2-pyridylmethyl)-3-azabicyclo[3.1.0]hexane-6-amine